(1,3-dimethyl-1H-inden-2-yl)(2-methyl-1H-inden-1-yl)dimethylsilane CC1C(=C(C2=CC=CC=C12)C)[Si](C)(C)C1C(=CC2=CC=CC=C12)C